1-(3-pyridinyl)-3-(3-(trifluoromethyl)phenyl)-2-propanone N1=CC(=CC=C1)CC(CC1=CC(=CC=C1)C(F)(F)F)=O